O1C=C(C=C1)CCC1(CCCC2CC(=C(C(=C12)C)C)C)C(=O)O (2-(furan-3-yl)ethyl)-trimethyl-hexahydronaphthalene-carboxylic acid